(2-((9,9-dimethyl-9H-fluoren-2-yl)(phenyl)amino)phenyl)acrylic acid CC1(C2=CC=CC=C2C=2C=CC(=CC12)N(C1=C(C=CC=C1)C(C(=O)O)=C)C1=CC=CC=C1)C